OC=1C=C(\C=C/2\OC(CC2=O)CCC2=CC=C(C=C2)O)C=C(C1O)OC (E)-2-(3,4-dihydroxy-5-methoxy-benzylidene)-5-(4-hydroxyphenethyl)dihydrofuran-3(2H)-one